Cl.N1(CCNCC1)C=1C=CC(=NC1)C(=O)NC1CC2(C1)CCC2 5-(piperazin-1-yl)-N-(spiro[3.3]heptan-2-yl)picolinamide hydrochloride